Chlorobenzo[d]isoxazol ClC1=NOC2=C1C=CC=C2